S(N)(OC[C@H]1OC(O[C@@H]1C1=CC=CC=C1)(C)C)(=O)=O ((4R,5R)-5-phenyl-2,2-dimethyl-1,3-dioxolan-4-yl)methyl sulfamate